4-(beta-d-glucosyloxy)benzoic acid [C@@H]1([C@H](O)[C@@H](O)[C@H](O)[C@H](O1)CO)OC1=CC=C(C(=O)O)C=C1